(R)-(2-(4-bromo-2-fluorophenyl)-7-ethylbenzofuran-5-yl)(1-methyl-3,4-dihydroisoquinolin-2(1H)-yl)methanone BrC1=CC(=C(C=C1)C=1OC2=C(C1)C=C(C=C2CC)C(=O)N2[C@@H](C1=CC=CC=C1CC2)C)F